C(C)C1=CC=C(N(C)C2=CC=C(OC=3N=C(C4=C(N3)C=NC=C4)O)C=C2)C=C1 2-[4-(4-ethyl-N-methylanilino)phenoxy]pyrido[3,4-d]pyrimidin-4-ol